CC1(C2C3C4C=CC(C3C(C1)C2)C4)C(=O)OC4=CC=C(C=C4)C4=CC=CC=C4 8-methyl-8-(4-phenylphenoxy)carbonyl-tetracyclo[4.4.0.12,5.17,10]-3-dodecene